N[C@H](C(=O)O)COCCOCCO (2S)-2-amino-9-hydroxy-4,7-dioxanonanoic acid